Methyl 2-{3-[2-(2-{[(tert-butoxy)carbonyl]amino}ethoxy)ethoxy]phenyl}acetate C(C)(C)(C)OC(=O)NCCOCCOC=1C=C(C=CC1)CC(=O)OC